3-cyclopropyl-1-(3,5,6-trimethylpyrazin-2-yl)-1H-pyrrol-5-ol C1(CC1)C1=CN(C(=C1)O)C1=NC(=C(N=C1C)C)C